dipalmitylethylenediamide C(CCCCCCCCCCCCCCC)[N-]CC[N-]CCCCCCCCCCCCCCCC